oxoperoxypentanoate O=C(C(=O)O[O-])CCC